C(CCCCCCCCCCCCCCC)(=O)OC[C@H](N)C(=O)O O-palmitoyl-serine